7-(azidomethyl)-2-(6-bromopyridin-2-yl)-1,6-naphthyridine N(=[N+]=[N-])CC1=NC=C2C=CC(=NC2=C1)C1=NC(=CC=C1)Br